2-methyl-N-[3-chloro-4-[4-[2-(dimethylamino)acetyl]piperazine-1-carbonyl]phenyl]-5-[4-(cyanomethoxy)-2,3-difluoro-phenyl]-imidazole-2-carboxamide CC1(N=C(C=N1)C1=C(C(=C(C=C1)OCC#N)F)F)C(=O)NC1=CC(=C(C=C1)C(=O)N1CCN(CC1)C(CN(C)C)=O)Cl